1-(Naphthalen-2-yl)-3-phenylprop-2-yn-1-one C1=C(C=CC2=CC=CC=C12)C(C#CC1=CC=CC=C1)=O